C(C=1C(C(=O)OCCCCC=C)=CC=CC1)(=O)OCCCCC=C di(5-hexenyl) phthalate